C(CCCCCC)C=1C=NC(=NC1)C1=CC=C(C=C1)OCCCCCC 5-n-heptyl-2-[4-(n-hexyloxy)phenyl]pyrimidine